1,4-Bis(2-hydroxyisopropyl)benzene CC(C)(C1=CC=C(C=C1)C(C)(C)O)O